[OH-].[Ga+2].[OH-] gallium(II) hydroxide